CCCC but-an